O1C2(OCC1)CC1(CCC2)CC(C2=CC=CC=C21)=O dispiro[indene-1,1'-cyclohexane-3',2''-[1,3]dioxolan]-3(2H)-one